N1=CC=CC2=CC=C3C=CC(N(C3=C12)O)=C1C=CC2=CC=C3C=CC=NC3=C2N1O 9,9'-biphenanthrol-10,10'-diol